CN(C)CC1C(CCCC1)(O)C1=CC=C(C=C1)C 2-((dimethylamino)methyl)-1-(4-methylphenyl)cyclohexane-1-ol